NC1=NC=C(C=C1C(=O)N[C@@H]1[C@H](CCC1)OCC1=CC=C(C=C1)C1=CC2=C(C(CCO2)N2CCN(CC2)CCO)C=C1)C(F)(F)F 2-amino-N-{(1S,2S)-2-[(4-{4-[4-(2-hydroxyethyl)piperazin-1-yl]-3,4-dihydro-2H-1-benzopyran-7-yl}phenyl)methoxy]cyclopentyl}-5-(trifluoromethyl)pyridine-3-carboxamide